CCCCCCCCCCCCCCCCCCCCC(=O)OC[C@H](COP(=O)(O)OC[C@H](CO)O)OC(=O)CCCC/C=C\C/C=C\C/C=C\CCCCC 1-heneicosanoyl-2-(6Z,9Z,12Z-octadecatrienoyl)-glycero-3-phospho-(1'-sn-glycerol)